ONC(\C=C\C1=C(C=CC=C1)N1CCN(CC1)CC1=CC=NC=C1)=O (E)-N-hydroxy-3-(2-(4-(pyridin-4-ylmethyl)piperazin-1-yl)phenyl)acrylamide